[3-[1-[(1S)-2-[2-[(2R)-2-benzyloxypropoxy]ethoxy]-1-methyl-ethyl]pyrazol-4-yl]-1-tetrahydropyran-2-yl-indazol-5-yl]oxy-tert-butyl-dimethyl-silane C(C1=CC=CC=C1)O[C@@H](COCCOC[C@H](C)N1N=CC(=C1)C1=NN(C2=CC=C(C=C12)O[Si](C)(C)C(C)(C)C)C1OCCCC1)C